ClC1=C(CNC(=O)[C@@]2(C=3C=CC=NC3[C@@H](CC2)O)F)C=CC(=C1)Cl (5R,8R)-N-(2,4-dichloro-benzyl)-5-fluoro-8-hydroxy-5,6,7,8-tetrahydroquinoline-5-carboxamide